4,4,5,5-tetramethyl-2-(spiro[fluorene-9,9'-xanthen]-3'-yl)-1,3,2-dioxaborolane CC1(OB(OC1(C)C)C=1C=CC=2C3(C4=CC=CC=C4OC2C1)C1=CC=CC=C1C=1C=CC=CC13)C